FC(C1=CC=CC=2N(C3=CC=CC=C3C12)CC1=CC=C(CP(O)(O)=O)C=C1)(F)F (4-((4-(trifluoromethyl)-9H-carbazole-9-yl)methyl)benzyl)phosphonic acid